benzyl(methyl)((2-methyl-7-(5-(trifluoromethyl)-1,2,4-oxadiazol-3-yl)imidazo[1,2-a]pyridin-3-yl)imino)-λ6-sulfanone C(C1=CC=CC=C1)S(=O)(=NC1=C(N=C2N1C=CC(=C2)C2=NOC(=N2)C(F)(F)F)C)C